CC1=C(C=C(C(=O)NC2=CC(=C(C=C2)N2CCN(CC2)C)C(F)(F)F)C=C1)C#CC1=CC2=C(N(C=N2)C)C=C1 4-methyl-3-((1-methyl-1H-benzo[d]imidazol-5-yl)ethynyl)-N-(4-(4-methylpiperazin-1-yl)-3-(trifluoromethyl)phenyl)benzamide